NC/C(/CN1N=CN(C1=O)C1=NC(=CC=C1)C#CC=1C=NC(=CC1)N(C)C)=C\F 2-[(E)-2-(aminomethyl)-3-fluoro-allyl]-4-[6-[2-[6-(dimethylamino)-3-pyridyl]ethynyl]-2-pyridyl]-1,2,4-triazol-3-one